N[C@H](C(=O)NCC#N)CC=1OC2=C(N1)C=CC(=C2)N2CCN(CC2)C (S)-2-amino-N-(cyanomethyl)-3-(6-(4-methylpiperazin-1-yl)benzo[d]oxazol-2-yl)propanamide